[Tm].[Cr].[Sc] Scandium-chromium-thulium